O=C1NC(CCC1N1C(C2=CC=C(C=C2C1=O)OCCOCCOCCOCCOC1=NC=C(C=C1)\C=C\C=C\C=1SC2=C(N1)C=CC(=C2)OC)=O)=O 2-(2,6-dioxopiperidin-3-yl)-5-(2-(2-(2-(2-((5-((1E,3E)-4-(6-methoxybenzo[d]thiazol-2-yl)buta-1,3-dien-1-yl)pyridin-2-yl)oxy)ethoxy)ethoxy)ethoxy)ethoxy)isoindoline-1,3-dione